5-(4-(2-(trifluoromethyl)cyclopropyl)pyrrolo[1,2-b]pyridazin-2-yl)pyrimidine FC(C1C(C1)C=1C=2N(N=C(C1)C=1C=NC=NC1)C=CC2)(F)F